FC(C=1N=C(OC1)C#CC1=NC=C(C=N1)OC1=C(N=NN1)C(=O)O)(F)F 5-((2-((4-(trifluoromethyl)oxazol-2-yl)ethynyl)pyrimidin-5-yl)oxy)-1H-1,2,3-triazole-4-carboxylic acid